ClC1=C(C(=CC=C1)Cl)N1C=NCC1 N-(2,6-dichlorophenyl)-4,5-dihydro-1H-imidazol